ClC1=NC(=C2N=CN(C2=N1)[C@H]1[C@@H]([C@@H]([C@H](O1)COCP(O)(O)=O)O)O)N[C@@H](C)C1=CC=CC=C1 [(2R,3S,4R,5R)-5-[2-chloro-6-[[(1S)-1-phenylethyl]amino]-purin-9-yl]-3,4-dihydroxy-tetrahydro-furan-2-yl]methoxy-methylphosphonic acid